BrC=1C=CC2=CN(N=C2C1)C1CC(N(C(C1)(C)C)C)(C)C 6-bromo-2-(1,2,2,6,6-Pentamethyl-4-piperidyl)indazole